tris-[3-(trimethoxysilyl)-propyl]-amine CO[Si](CCCN(CCC[Si](OC)(OC)OC)CCC[Si](OC)(OC)OC)(OC)OC